7,7-dimethyl-2,5-norbornadiene CC1(C2C=CC1C=C2)C